6α-Hydroxy-5α-cholestanol O[C@H]1C[C@H]2[C@@H]3CC[C@H]([C@@H](CCCC(CO)C)C)[C@]3(CC[C@@H]2[C@]2(CCCC[C@H]12)C)C